[Au].[Au].[Au] gold-gold-gold